ClCC=1C=CC(=NC1)N1N=NC=C1 5-(chloromethyl)-2-(1H-1,2,3-triazol-1-yl)pyridine